COC(=N)CCSSCCC(=N)OC.Cl.Cl Dimethyl 3,3'-dithiopropionimidate dihydrochloride